CN1CCC(CC1)C=1C=CC(=NC1)NC1=NC=CC=N1 N-(5-(1-methylpiperidine-4-yl)pyridine-2-yl)pyrimidine-2-amine